(2S,6R*)-4-[(tert-butoxy)carbonyl]-6-hydroxy-6-methyl-1,4-oxazepane-2-carboxylic acid C(C)(C)(C)OC(=O)N1C[C@H](OC[C@](C1)(C)O)C(=O)O |o1:12|